[13C]([13C]1=[13CH]N=[13CH][13CH]=[13CH]1)(=O)N Nicotinamide-13C6